C(CCCCC)OC1=CC=C(C(=O)O)C=C1 4-hexyloxybenzoic acid